FC(CC[C@@H](O)C1=NC=C(C(=C1)C)C=1N=CC2=CC(=NC=C2C1)NC)(F)F (R)-4,4,4-trifluoro-1-(4-methyl-5-(7-(methylamino)-2,6-naphthyridin-3-yl)pyridin-2-yl)butan-1-ol